(D)-allose O=C[C@H](O)[C@H](O)[C@H](O)[C@H](O)CO